BrC=1C(=NC=C(C1)C)N1CCC(CCC1)(F)F (3-bromo-5-methyl-2-pyridinyl)-4,4-difluoro-azepane